FC(C1=C(C=CC=C1)C1=CN=C(S1)C1=C2N=CC(=NC2=CC(=C1)C)OC)F 5-(2-(difluoromethyl)phenyl)-2-(2-methoxy-7-methylquinoxalin-5-yl)thiazole